C(#C)C1=NC(=CN=C1)N1CCCC1 2-ethynyl-6-(pyrrolidin-1-yl)pyrazine